bis(2-mercaptopropyl) selenoether SC(C[Se]CC(C)S)C